methyl 5-(3-acetylthioureido)-2-methylbenzoate C(C)(=O)NC(NC=1C=CC(=C(C(=O)OC)C1)C)=S